Cl.NC1C2=CC=C(C=C2CC12CCNCC2)C#N 1-amino-1,3-dihydrospiro[indene-2,4'-piperidine]-5-carbonitrile hydrochloride